8-bromo-2-(imidazol-1-yl)-N-[(trans)-4-methoxycyclohexyl]quinazoline-4-carboxamide BrC=1C=CC=C2C(=NC(=NC12)N1C=NC=C1)C(=O)N[C@@H]1CC[C@H](CC1)OC